N-[2-(5-{1-[(6,7-dimethoxy-2-methylquinazolin-4-yl)amino]ethyl}thiophen-2-yl)-5-fluorobenzyl]-1H-indole-2-carboxamide COC=1C=C2C(=NC(=NC2=CC1OC)C)NC(C)C1=CC=C(S1)C1=C(CNC(=O)C=2NC3=CC=CC=C3C2)C=C(C=C1)F